BrC=1C=C(C(=NC1)C=1N(C=2C(=NC=C(C2)C(F)(F)F)N1)CC)SCC 5-bromo-2-[1-ethyl-6-(trifluoromethyl)imidazo[4,5-b]pyridin-2-yl]-3-(ethylsulfanyl)pyridine